CC1=C(C=CC=C1C)N1CCN(CC1)C(CN1N=C(C2=C1CCC2)C(=O)N2C1CC(C(C2)C1)O)=O 1-[4-(2,3-dimethylphenyl)piperazin-1-yl]-2-[3-(5-hydroxy-2-azabicyclo[2.2.1]heptane-2-carbonyl)-5,6-dihydrocyclopenta[c]pyrazol-1(4H)-yl]ethan-1-one